2-(3-(((3R)-1-(1-hydroxypropan-2-yl)piperidin-3-yl)amino)-5-methyl-1,2,4-triazin-6-yl)-5-(trifluoromethyl)phenol OCC(C)N1C[C@@H](CCC1)NC=1N=NC(=C(N1)C)C1=C(C=C(C=C1)C(F)(F)F)O